ClC1=C(C=CC=C1)C1=CC=C2CCC(N(C2=C1)CCN(C)C)=O 7-(2-chlorophenyl)-1-[2-(dimethylamino)ethyl]-3,4-dihydro-quinolin-2(1H)-one